[Br-].NCCCCN1CC=CC=C1 1-(4-aminobutyl)pyridine bromide